FC1=C(C(=O)N(C)OC)C=C(C(=C1OC)F)F 2,4,5-trifluoro-N,3-dimethoxy-N-methylbenzamide